5-{2-[4-bromo-2-(7-methylquinoline-8-sulfonamido)phenyl]ethynyl}pyridine-2-carboxylic acid BrC1=CC(=C(C=C1)C#CC=1C=CC(=NC1)C(=O)O)NS(=O)(=O)C=1C(=CC=C2C=CC=NC12)C